Cl.ClC1=C(C=C(C=C1)[C@H]1[C@@H](C1)N)F (1R,2S)-2-(4-chloro-3-fluorophenyl)cyclopropan-1-amine hydrochloride